OCCOC1=CC=C(C=C1)C(C(C)(C)O)=O 1-(4-(2-Hydroxyethoxy)phenyl)-2-hydroxy-2-methylpropan-1-one